FC=1C=C(C=C(C1)F)C1=CC=CC2=C1NC(=NS2(=O)=O)NCC2=NC(=CC=C2)C 5-(3,5-difluorophenyl)-3-(((6-methylpyridin-2-yl)methyl)amino)-4H-benzo[e][1,2,4]thiadiazine 1,1-dioxide